L-glutamic acid dibenzoyl ester hydrochloride Cl.C(C1=CC=CC=C1)(=O)OC([C@@H](N)CCC(=O)OC(C1=CC=CC=C1)=O)=O